BrC1=CC=C2C(OC(=O)C2=C1)(C1=CC=C(C=C1)N(CC)CC)C1=CC=C(C=C1)N(CC)CC 6-bromo-3,3-bis(4-diethylaminophenyl)phthalide